C(C)(C)(C)OC(=O)N1C2CN(CC1CC2)C=2C=1N(N=CC2)C=C(N1)Br 3-(2-Bromoimidazo[1,2-b]pyridazin-8-yl)-3,8-diazabicyclo[3.2.1]octane-8-carboxylic acid tert-butyl ester